1-Ethyl-3-(5-(2-fluoro-5-((4-oxo-7-(trifluoromethoxy)-3,4-dihydrophthalazin-1-yl)methyl)phenyl)-1H-benzoimidazol-2-yl)urea C(C)NC(=O)NC1=NC2=C(N1)C=CC(=C2)C2=C(C=CC(=C2)CC2=NNC(C1=CC=C(C=C21)OC(F)(F)F)=O)F